C(C)(C)(C)OC(N(CCC=1OC(=CN1)CC#N)CC1=CC(=C(C=C1)C1=CC=CC=C1)Cl)=O tert-butyl((2-chloro-[1,1'-biphenyl]-4-yl)methyl)(2-(5-(cyanomethyl)oxazol-2-yl)ethyl)carbamate